(S)-2-(2-(2-oxabicyclo[3.1.1]heptan-4-yl)-2H-pyrazolo[3,4-b]pyrazin-6-yl)-3-methyl-5-(trifluoromethyl)phenol C12OC[C@H](C(C1)C2)N2N=C1N=C(C=NC1=C2)C2=C(C=C(C=C2C)C(F)(F)F)O